1-[(2,3-dihydro-1H-inden-5-yl)sulfonyl]-N-(2-methyl-5-benzoxazolyl)-4-piperidinecarboxamide C1CCC2=CC(=CC=C12)S(=O)(=O)N1CCC(CC1)C(=O)NC=1C=CC2=C(N=C(O2)C)C1